Cl.CN1CC2(CNCC2(C1)C)C 2,3a,6a-trimethyloctahydropyrrolo[3,4-c]pyrrole hydrochloride